1-[6-(1,1-Difluorobutyl)-3,3-dimethyl-1H,2H,3H-pyrrolo[3,2-c]pyridin-1-yl]-2-[(2R,5R)-5-methyl-2-{[(3R)-3-methylmorpholin-4-yl]methyl}piperazin-1-yl]ethan-1-one FC(CCC)(F)C1=CC2=C(C=N1)C(CN2C(CN2[C@H](CN[C@@H](C2)C)CN2[C@@H](COCC2)C)=O)(C)C